CC1=NC(=CC=C1N1CCN(CC1)CC=1C=C(C=2C3=C(C(NC2C1)=O)COC3)F)C(NCC)=O 7-((4-(2-methyl-6-(ethylcarbamoyl)pyridin-3-yl)piperazin-1-yl)methyl)-9-fluoro-3,5-dihydrofuro[3,4-c]quinolin-4(1H)-one